C(C)(C)(C)OC(=O)N1C[C@H]([C@H](CC1)F)N |o1:9,10| rel-cis-3-amino-4-fluoro-piperidine-1-carboxylic acid tert-butyl ester